(S)-2-methyl-N-(oxetan-3-yl)propane-2-sulfinamide CC(C)(C)[S@](=O)NC1COC1